SNS.N1N=NC=C1 triazole dimercapto-amine salt